sodium dodecyl itaconate C(C(=C)CC(=O)[O-])(=O)OCCCCCCCCCCCC.[Na+]